ClC1=NC(=C2N=CN(C2=N1)[C@@H]1[C@H]([C@H]([C@H](C1=O)COCP(O)(O)=O)O)O)N1CCC(CC1)OC ({[(2R,3S,4R,5R)-5-[2-chloro-6-(4-methoxypiperidin-1-yl)-9H-purin-9-yl]-3,4-dihydroxyoxocyclopent-2-yl]methoxy}methyl)phosphonic acid